FC1(CCOCC1)CNC1=C(C=C(C=C1)S(=O)(=O)NC(C1=C(C=CC=C1)N1C2=C(OCC(C1)CO)N=C1C(=C2)C=CN1)=O)[N+](=O)[O-] N-((4-(((4-fluorotetrahydro-2H-pyran-4-yl)methyl)amino)-3-nitrophenyl)sulfonyl)-2-(3-(hydroxymethyl)-3,4-dihydro-2H-pyrrolo[3',2':5,6]pyrido[2,3-b][1,4]oxazepin-1(7H)-yl)benzamide